(R)-2-(((3,6-dichloropyridin-2-yl)oxy)methyl)pyrrolidine-1-carboxylic acid tert-butyl ester C(C)(C)(C)OC(=O)N1[C@H](CCC1)COC1=NC(=CC=C1Cl)Cl